C(C)(C)(C)C1OC2=C(C=3N(C1)C=C(C(C3)=O)C(=O)O)C=C(C(=C2)OC)Cl 6-(tert-butyl)-2-chloro-3-methoxy-11-oxo-6,7-dihydro-11H-benzo[f]pyrido[1,2-d][1,4]oxazepine-10-carboxylic acid